COC=1C(=CC(=C(C1)N1CCC(CC1)N1CCN(CC1)C1=CC=C(C=C1)N1C(NC(CC1)=O)=O)C=1C=NN(C1)C)[N+](=O)[O-] 1-(4-(4-(1-(5-methoxy-2-(1-methyl-1H-pyrazol-4-yl)-4-nitrophenyl)piperidine-4-yl)piperazin-1-yl)phenyl)dihydropyrimidine-2,4(1H,3H)-dione